1-(9H-fluoren-2-yl)-2,2-difluoro-2-iodoethan-1-one C1=C(C=CC=2C3=CC=CC=C3CC12)C(C(I)(F)F)=O